ethyl 2-(1-(tert-butoxycarbonyl)-1,2,3,6-tetrahydropyridin-4-yl)thiazole-4-carboxylate C(C)(C)(C)OC(=O)N1CCC(=CC1)C=1SC=C(N1)C(=O)OCC